(R)-1-(3-(difluoro(1-isopropylpiperidin-4-yl)methyl)-2-fluorophenyl)ethan-1-amine FC(C=1C(=C(C=CC1)[C@@H](C)N)F)(C1CCN(CC1)C(C)C)F